methyl 4-(1-((5-methoxy-7-methyl-1-tosyl-1H-indol-4-yl)methyl)-4-methylpiperazin-2-yl)-benzoate COC=1C(=C2C=CN(C2=C(C1)C)S(=O)(=O)C1=CC=C(C)C=C1)CN1C(CN(CC1)C)C1=CC=C(C(=O)OC)C=C1